C(C)C(=CC=CCCCC)CC Diethyl-1,3-octadien